Cl.Cl.FC(C1(CCNCC1)N)(F)F 4-(trifluoromethyl)piperidin-4-amine dihydrochloride